[N].F[S] fluorosulfur nitrogen